CS(=O)(=O)CC1=CC=C(C)C=C1 4-methylsulfonylmethyltoluene